3-(N-(2-(4-isopropoxypiperidin-1-yl)-5-(trifluoromethyl)phenyl)sulfamoyl)-4-methoxybenzoic acid C(C)(C)OC1CCN(CC1)C1=C(C=C(C=C1)C(F)(F)F)NS(=O)(=O)C=1C=C(C(=O)O)C=CC1OC